1-(4-bromo-3-hydroxy-5-methylthiophen-2-yl)ethan-1-one BrC=1C(=C(SC1C)C(C)=O)O